1-(2-(1,3-dioxolan-2-yl)-6-fluorophenyl)-2-fluoroethane-1-ol O1C(OCC1)C1=C(C(=CC=C1)F)C(CF)O